3-(2-Hydroxybutyl)-1-methyl-5-nitro-1,3-dihydro-2H-benzo[d]imidazol-2-one OC(CN1C(N(C2=C1C=C(C=C2)[N+](=O)[O-])C)=O)CC